C1(=CC=CC2=CC3=CC=CC=C3C=C12)B(O)O Anthracene-Boronic Acid